FC1=C(C=CC(=C1)C1=CC=NC=2N1N=C(C2)C2=CC(=C(C=C2)C=O)F)CNC(OC(C)(C)C)=O tert-butyl N-[[2-fluoro-4-[2-(3-fluoro-4-formyl-phenyl)pyrazolo[1,5-a]pyrimidin-7-yl]phenyl]methyl]carbamate